CC(C(=O)OC)CC#N methyl 2-methyl-3-cyanopropionate